BrC1=CC=C(C=C1)/N=N/C1=CNC2=CC=CC(=C12)NN1N=NC2=C1C=CC=C2 (E)-N-(3-((4-bromophenyl)diazenyl)-1H-indol-4-yl)-1H-benzo[d][1,2,3]triazol-1-amine